9-Hydroxyandrostenedione O[C@@]12[C@]3(CCC(C=C3CC[C@H]1[C@@H]1CCC([C@@]1(C)CC2)=O)=O)C